C(CC(C)C)N(CCN(CCN(C)CCC(C)C)C)C N,N''-diisopentyl-N,N',N''-trimethyl(diethylenetriamine)